5-(4-(bis(4-fluorophenyl)methyl)piperazine-1-carbonyl)-2-(2,6-dioxopiperidin-3-yl)isoindoline-1,3-dione FC1=CC=C(C=C1)C(N1CCN(CC1)C(=O)C=1C=C2C(N(C(C2=CC1)=O)C1C(NC(CC1)=O)=O)=O)C1=CC=C(C=C1)F